FC=1C=C(C=C(C1)F)[C@@H]1N(OCC1)C(=O)[C@@H]1[C@@H](CN(CC1)C=1OC(=NN1)C)F ((R)-3-(3,5-difluorophenyl)isoxazolidin-2-yl)((3S,4R)-3-fluoro-1-(5-methyl-1,3,4-oxadiazol-2-yl)piperidin-4-yl)methanone